N1=C(C=CC=C1)C=1N=C(SC1C(=O)O)NC1=NC=CC(=C1)C(F)(F)F (pyridin-2-yl)-2-((4-(trifluoromethyl)pyridin-2-yl)amino)thiazole-5-carboxylic acid